4H-telluropheno[3,2-b]pyrrole [Te]1C=CC=2NC=CC21